(S)-2-((S)-2-((S)-2-(6-(2,5-dioxo-2,5-dihydro-1H-pyrrol-1-yl)hexanamido)propionamido)propionamido)-N1-(4-(hydroxymethyl)phenyl)succinamide O=C1N(C(C=C1)=O)CCCCCC(=O)N[C@H](C(=O)N[C@H](C(=O)N[C@H](C(=O)NC1=CC=C(C=C1)CO)CC(=O)N)C)C